C(C=C)(=O)NC=1C=C(C=CC1)N1N=C(C(=C1)C1=CC(=C(C(=O)N)C(=C1)F)F)N 4-(1-(3-acrylamidophenyl)-3-amino-1H-pyrazol-4-yl)-2,6-difluorobenzamide